1,3-dimethyl-imidazolidin-2-one CN1C(N(CC1)C)=O